(2S,4R)-2-(((S)-3-oxo-1-((S)-2-oxopyrrolidin-3-yl)-4-(trifluoromethoxy)butan-2-yl)carbamoyl)-4-(trifluoromethyl)pyrrolidine-1-carboxylic acid tert-butyl ester C(C)(C)(C)OC(=O)N1[C@@H](C[C@H](C1)C(F)(F)F)C(N[C@@H](C[C@H]1C(NCC1)=O)C(COC(F)(F)F)=O)=O